NC1=C(C=NN1C(C)C1CC1)C(=O)O 5-amino-1-(1-cyclopropylethyl)-1H-pyrazole-4-carboxylic acid